OC1=CC=C(C=C1)N(C(=O)C=1C=CC=2N(C1)C(=CN2)C2=CC=C(C=C2)NC(OC)=O)C methyl N-[4-[6-[(4-hydroxyphenyl)-methyl-carbamoyl]imidazo[1,2-a]pyridin-3-yl]phenyl]carbamate